neopentyl glycol 2,5-furandicarboxylate O1C(=CC=C1C(=O)O)C(=O)O.OCC(C)(CO)C